6-amino-7-fluoro-3,4-dihydro-1H-quinolin-2-one NC=1C=C2CCC(NC2=CC1F)=O